FC1=C(C=C(CC2=NNC(C3=CC=CC=C23)=O)C=C1)C(=O)N1CCN(CC1)C(CCCCCN(C)CCOC1=CC=C(C=C1)C(=O)C=1C2=C(SC1C1=CC=C(C=C1)OC)C=C(C=C2)OC)=O 4-(4-fluoro-3-(4-(6-((2-(4-(6-methoxy-2-(4-methoxyphenyl)benzo[b]thiophene-3-carbonyl)phenoxy)ethyl)(methyl)amino)hexanoyl)piperazine-1-carbonyl)benzyl)phthalazin-1(2H)-one